(hydroxy)prolinamide (S)-tert-butyl-(1-(2-chloroacetamido)propan-2-yl)carbamate C(C)(C)(C)N(C(O)=O)[C@H](CNC(CCl)=O)C.ON1[C@@H](CCC1)C(=O)N